[1-[[3-[(7,8-difluoro-2,2-dimethyl-chroman-4-yl)carbamoyl]phenyl]methyl]-4,4-diethyl-6-oxo-hexahydropyrimidin-2-ylidene]ammonium FC1=CC=C2C(CC(OC2=C1F)(C)C)NC(=O)C=1C=C(C=CC1)CN1C(NC(CC1=O)(CC)CC)=[NH2+]